tert-Butyl ((1S,9S)-9-ethyl-5-fluoro-4-methyl-9-((methylthio)methoxy)-10,13-dioxo-2,3,9,10,13,15-hexahydro-1H,12H-benzo[de]pyrano[3',4':6,7]indolizino[1,2-b]quinolin-1-yl)carbamate C(C)[C@]1(C(OCC=2C(N3CC=4C(=NC=5C=C(C(=C6C5C4[C@H](CC6)NC(OC(C)(C)C)=O)C)F)C3=CC21)=O)=O)OCSC